C1(=CC(=CC=C1)C(NC(CCCC)=O)C1=CC(=C2C=CC=NC2=C1O)[N+](=O)[O-])C1=CC=CC=C1 N-[(1,1'-biphenyl)-3-yl-(8-hydroxy-5-nitroquinolin-7-yl)methyl]pentanamide